(2R,4S)-N-((2S)-1-((2-amino-6,7-dihydro-5H-cyclopenta[b]pyridin-5-yl)amino)-1-oxopropan-2-yl)-4-(3-methylbenzyl)pyrrolidine-2-carboxamide NC1=CC=C2C(=N1)CCC2NC([C@H](C)NC(=O)[C@@H]2NC[C@H](C2)CC2=CC(=CC=C2)C)=O